C(C)(CC)O[Si](O[SiH](C)C)(C)C 1-sec-butoxy-1,1,3,3-tetramethyldisiloxane